C(C=C)N1CCN(CC1)C(C(=O)N)[N+]#[C-] 4-ALLYL-PIPERAZINO-ISOCYANO-ACETAMIDE